FC1=C(C(=CC=C1)F)CN1N=C(N=C1)C(=O)N[C@H]1C(N(C=2N(CC1)C=CN2)C)=O 1-[(2,6-Difluorophenyl)methyl]-N-[(7R)-9-methyl-8-oxo-6,7-dihydro-5H-imidazo[1,2-a][1,3]diazepin-7-yl]-1,2,4-triazol-3-carboxamid